COC1=C(C=CC(=C1)OC)CN(C1=NC(=C(C2=C1N=C(N2CC2=C(C=C(C=C2)OC)OC)COCC)SC=2C(=CC(=C(C2)O)CN(C)C)C)C)CC2=C(C=C(C=C2)OC)OC 5-[4-[bis[(2,4-dimethoxyphenyl)methyl]amino]-1-[(2,4-dimethoxyphenyl)methyl]-2-(ethoxymethyl)-6-methyl-imidazo[4,5-c]pyridin-7-yl]sulfanyl-2-[(dimethylamino)methyl]-4-methyl-phenol